N1CC(C2(CC1)NCC1=CC=CC=C1C2)O 2,4-dihydro-1H-spiro[isoquinoline-3,4'-piperidin]-3'-ol